[Sb](=O)#[S] antimonyl-sulphur